C(C)C=1C=C2C(=C(/C(/C2=CC1)=C/C1=CC=C(C=C1)OC1=CC=C(C=C1)F)C)CC(=O)O (Z)-2-(5-Ethyl-1-(4-(4-fluorophenoxy)benzylidene)-2-methyl-1H-inden-3-yl)-acetic acid